FC=1C=C(C=C2C=CC(=NC12)C1=CC2=CN(N=C2C(=C1OCOC)F)C)N1C[C@H](N([C@H](C1)C)C(=O)OC(C)(C)C)C tert-butyl (2R,6S)-4-{8-fluoro-2-[7-fluoro-6-(methoxymethoxy)-2-methylindazol-5-yl]quinolin-6-yl}-2,6-dimethylpiperazine-1-carboxylate